C1(=CC=C(C=C1)C1=CC=2N(C=N1)C=C(C2)C(=O)O)C2=CC=CC=C2 3-([1,1'-biphenyl]-4-yl)pyrrolo[1,2-c]pyrimidine-6-carboxylic acid